vinylisoOxazole C(=C)C1=NOC=C1